Cl.C(#N)C1=C(C=CC(=C1)C1=CC=C(C=C1)C(F)(F)F)C1=CC=C(N1)C(=O)N (2S,5R)-5-[2-cyano-4-(4-trifluoromethylphenyl)phenyl]-1H-pyrrole-2-carboxamide hydrochloride